C#CCCCCCCCCCCCC tetradecyn